N1(CCCCC1)C1CCN(CC1)C(=O)OCC([C@H](C[C@H]1C(NCC1)=O)NC([C@@H](NC(=O)C=1NC2=CC=CC(=C2C1)OC)CC(C)C)=O)=O (3S)-3-({N-[(4-methoxy-1H-indol-2-yl)carbonyl]-L-leucyl}amino)-2-oxo-4-[(3S)-2-oxopyrrolidin-3-yl]butyl 1,4'-bipiperidine-1'-carboxylate